racemic-trans-tert-butyl 4-[[6-bromo-3-(trifluoromethylsulfanyl)imidazo[1,2-a]pyridine-8-carbonyl]amino]-3,3-difluoro-5-methyl-piperidine-1-carboxylate BrC=1C=C(C=2N(C1)C(=CN2)SC(F)(F)F)C(=O)N[C@@H]2C(CN(C[C@H]2C)C(=O)OC(C)(C)C)(F)F |r|